2-cyclopropoxy-3,4,5,6-tetrafluoro-N-(2-fluoropyridin-4-yl)benzenesulfonamide C1(CC1)OC1=C(C(=C(C(=C1F)F)F)F)S(=O)(=O)NC1=CC(=NC=C1)F